C(CC)C=1N=NSC1C(=O)N[C@H]1C[C@H](CCC1)NC1=CC(=NC2=CC=CC=C12)C(F)(F)F 4-propyl-N-[(1R,3S)-3-{[2-(trifluoromethyl)quinolin-4-yl]amino}cyclohexyl]-1,2,3-thiadiazole-5-carboxamide